bis(2,2'-bipyridyl-4,4'-dicarboxylic acid) ruthenium (II) [Ru+2].N1=C(C=C(C=C1)C(=O)O)C1=NC=CC(=C1)C(=O)O.N1=C(C=C(C=C1)C(=O)O)C1=NC=CC(=C1)C(=O)O